2-(3,4-dihydro-2H-quinolin-1-ylmethyl)-6-methoxy-3H-quinazolin-4-one N1(CCCC2=CC=CC=C12)CC1=NC2=CC=C(C=C2C(N1)=O)OC